(4-chloro-2-fluorophenyl)-6-methylisoquinoline-1,5-diamine ClC1=CC(=C(C=C1)C=1N=C(C=2C=CC(=C(C2C1)N)C)N)F